COC1=C(C=CC=C1)C=CCNCC(COC1=CC(=CC=C1)NC1=CC=CC=C1)O ((3-(2-methoxyphenyl)allyl)amino)-3-(3-(phenylamino)phenoxy)propan-2-ol